16,19-Dihydroxytetracosanoic acid OC(CCCCCCCCCCCCCCC(=O)O)CCC(CCCCC)O